CC1(OC2=C(C1)C=C(C(=C2)N2CCC1(CCOC1)CC2)NC(=O)C=2C=NN1C2N=CC=C1)C N-(2,2-dimethyl-6-(2-oxa-8-azaspiro[4.5]decan-8-yl)-2,3-dihydrobenzofuran-5-yl)pyrazolo[1,5-a]pyrimidine-3-carboxamide